CN(C1CN(CC1)C1=CC(=NC(=N1)C)NC1=NNC=C1)C 3-((6-(3-(dimethylamino)pyrrolidin-1-yl)-2-methylpyrimidin-4-yl)amino)-1H-pyrazol